N-(2-(2-fluorophenyl)-2-azaspiro[3.3]heptan-6-yl)-6,7-dimethoxy-2,3-dihydro-1H-cyclopenta[b]quinolin-9-amine FC1=C(C=CC=C1)N1CC2(C1)CC(C2)NC2=C1C(=NC=3C=C(C(=CC23)OC)OC)CCC1